COC=1C=NC(=NC1)C1=CC=CC=C1 2-(5-methoxypyrimidinyl)benzene